(S,Z)-(5-(2,3-dimethylphenyl)-4-(trifluoromethyl)pyridin-2-yl)(2-(hydroxymethyl)-4-(methoxyimino)pyrrolidin-1-yl)methanone CC1=C(C=CC=C1C)C=1C(=CC(=NC1)C(=O)N1[C@@H](C/C(/C1)=N/OC)CO)C(F)(F)F